5-[1-(5-chloro-2-pyridinyl)-3-(trifluoromethyl)pyrazol-4-yl]-1-methyl-imidazole-2-carboxamide ClC=1C=CC(=NC1)N1N=C(C(=C1)C1=CN=C(N1C)C(=O)N)C(F)(F)F